(2E)-2-cyano-2-hydroxyiminoacetic acid ethyl ester C(C)OC(/C(=N/O)/C#N)=O